6-chloro-N-(3-methylphenyl)-2-(2-pyridyl)-5-(trifluoromethyl)-4-pyrimidinamine ClC1=C(C(=NC(=N1)C1=NC=CC=C1)NC1=CC(=CC=C1)C)C(F)(F)F